3-{3-[(2-tert-butyl-4-fluorophenoxy)methyl]Azetidin-1-yl}-3-oxopropionic acid C(C)(C)(C)C1=C(OCC2CN(C2)C(CC(=O)O)=O)C=CC(=C1)F